[1-(3-fluorophenyl)cyclopropyl]methanamine FC=1C=C(C=CC1)C1(CC1)CN